NC(CCCCCCCCCCC)O aminododecan-1-ol